C(C1=CC=CC=C1)(C1=CC=CC=C1)[C@@H](C(=O)NC1=CC=C(C=C1)C=1C(=NNC1C(C)O)C)NC(=O)C1(CC1)F N-[(1S)-1-benzhydryl-2-[4-[5-(1-hydroxyethyl)-3-methyl-1H-pyrazol-4-yl]anilino]-2-oxo-ethyl]-1-fluoro-cyclopropanecarboxamide